C(C)OC(=O)C1CC2OC2CC1 7-oxa-bicyclo[4.1.0]heptane-3-carboxylic acid ethyl ester